(1r,4r)-Methyl 4-((4-((1H-indazol-5-yl)ethynyl)-[2,4'-bipyrimidin]-2'-yl)amino)cyclohexanecarboxylate N1N=CC2=CC(=CC=C12)C#CC1=NC(=NC=C1)C1=NC(=NC=C1)NC1CCC(CC1)C(=O)OC